3-fluoro-5-(((6R,8aS)-1,1,2,2,6-pentafluoro-8a-hydroxy-1,2,6,7,8,8a-hexahydroacenaphthylen-5-yl)oxy)benzonitrile FC=1C=C(C#N)C=C(C1)OC1=CC=C2C(C([C@@]3(CC[C@H](C1=C32)F)O)(F)F)(F)F